tert-butyl 4-(2-chloroethyl)piperazine-1-carboxylate ClCCN1CCN(CC1)C(=O)OC(C)(C)C